C12(CC3CC(CC(C1)C3)C2)NC(COC2=NC(=NC=C2C)SC)=O N-(adamantan-1-yl)-2-((5-methyl-2-(methylthio)pyrimidin-4-yl)oxy)acetamide